bismuth iron magnesium [Mg].[Fe].[Bi]